C(\C=C\C(=O)O)(=O)O.C(C(C)C)NC1CN(CC1)C(=O)N1CCN(C2=CC=CC=C12)CC1=NC=CC=C1 (3-(isobutylamino)pyrrolidin-1-yl)(4-(pyridin-2-ylmethyl)-3,4-dihydroquinoxalin-1(2H)-yl)methanone fumarate